CNCC1CCN(CC1)CC=O 2-(4-((methylamino)methyl)piperidin-1-yl)ethan-1-one